ClC=1C=C2C(=C3C4(NC(NC13)=O)CCCCC4)OC(=C2)CN(C2CCN(CC2)C)C 5'-chloro-2'-{[methyl(1-methylpiperidin-4-yl)amino]methyl}-7',8'-dihydro-6'H-spiro[cyclohexane-1,9'-furo[2,3-f]quinazoline]-7'-one